2-methyl-9,10-di(1-naphthyl)anthracene CC1=CC2=C(C3=CC=CC=C3C(=C2C=C1)C1=CC=CC2=CC=CC=C12)C1=CC=CC2=CC=CC=C12